tert-butyl ((3R)-1-(3-(4-chloro-3-fluorophenoxy)-2-hydroxypropyl)piperidin-3-yl)carbamate ClC1=C(C=C(OCC(CN2C[C@@H](CCC2)NC(OC(C)(C)C)=O)O)C=C1)F